2-cyclopropyl-9-[4-(difluoromethoxy)phenyl]-7-(2-methyl-2H-indazol-5-yl)-8H-pyrimido[1,2-b]pyridazin-8-one hydrochloride Cl.C1(CC1)C1=NC=2N(N=C(C(C2C2=CC=C(C=C2)OC(F)F)=O)C2=CC3=CN(N=C3C=C2)C)C=C1